BrC=1C(=C(C=CC1)C1=C(C(=O)N)C=CC(=C1)C(C)(C)C)C (3-bromo-2-methylphenyl)-4-(tert-butyl)benzamide